4-[6,7-difluoro-1-(oxan-2-yl)indazol-4-yl]-6-methyl-3-pyridin-1-ium-1-yl-1H-1,7-phenanthrolin-2-one FC1=CC(=C2C=NN(C2=C1F)C1OCCCC1)C1=C(C(NC2=C3C=CC=NC3=C(C=C12)C)=O)[N+]1=CC=CC=C1